ClC=1N=C(C2=C(N1)C(N(CC2)C(=O)OC(C)(C)C)=O)NCC2=CC=C(C=C2)C=2N(C=C(N2)C(F)(F)F)C tert-butyl 2-chloro-4-((4-(1-methyl-4-(trifluoromethyl)-1H-imidazol-2-yl)benzyl)amino)-8-oxo-5,8-dihydropyrido[3,4-d]pyrimidine-7(6H)-carboxylate